5-[4-(2,3-dichlorophenyl)piperazin-1-yl]-1-(10,11-dihydro-5H-dibenzo[b,f]azepin-5-yl)pentan-1-one oxalate C(C(=O)O)(=O)O.ClC1=C(C=CC=C1Cl)N1CCN(CC1)CCCCC(=O)N1C2=C(CCC3=C1C=CC=C3)C=CC=C2